N-(3-(N-Benzyl-N-methylcarbamoyl)thiophen-2-yl)-4-(pyridin-2-yl)piperazine-1-carboxamide C(C1=CC=CC=C1)N(C(=O)C1=C(SC=C1)NC(=O)N1CCN(CC1)C1=NC=CC=C1)C